N1C=CC2=CC=C(C=C12)NC(NC1=CC2=C(OCCN2CC2=CC=CC=C2)C=C1C(=O)N)=O 6-(3-(1H-indol-6-yl)ureido)-4-benzyl-3,4-dihydro-2H-benzo[b][1,4]oxazine-7-carboxamide